O[C@@H](COC=1C=C(C=2N(C1)N=CC2C#N)C=2C=NC(=CC2)N2CCNCC2)CC (R)-6-(2-hydroxybutoxy)-4-(6-(piperazin-1-yl)pyridin-3-yl)pyrazolo[1,5-a]pyridine-3-carbonitrile